BrC1=C(C=CC(=C1)Cl)C=1N=C2N=C3N(C=C2N1)CCCC3 (2-bromo-4-chlorophenyl)-5,6,7,8-tetrahydropyrido[1,2-a]purin